C1(CC1)C1=CC2=C(N(C(N=C2N2[C@H](CNCC2)C)=O)C=2C(=NC=CC2C)C(C)C)N=C1C=1C=NC=CC1 (S)-6-cyclopropyl-1-(2-isopropyl-4-methylpyridin-3-yl)-4-(2-methylpiperazin-1-yl)-7-(pyridin-3-yl)pyrido[2,3-d]pyrimidin-2(1H)-one